ClC1=C(C=CC(=C1)Cl)C=1NC(=CC1C(=O)N)C=1C=NNC1 2-(2,4-dichlorophenyl)-5-(1H-pyrazol-4-yl)-1H-pyrrole-3-carboxamide